N-(3-aminocyclobutyl)-4-[[3-(2,3-difluoro-4-methoxyphenyl)imidazo[1,2-a]pyrazin-8-yl]amino]-2-ethyl-benzamide NC1CC(C1)NC(C1=C(C=C(C=C1)NC=1C=2N(C=CN1)C(=CN2)C2=C(C(=C(C=C2)OC)F)F)CC)=O